COCC1=CC=C(O1)C(=O)NCC=1SC(=NN1)C1=CC=CC=C1 5-(methoxymethyl)-N-[(5-phenyl-1,3,4-thiadiazol-2-yl)methyl]furan-2-carboxamide